2-(1-cyano-2-phenyl-cyclopropyl)pyridine-3-carbonitrile C(#N)C1(C(C1)C1=CC=CC=C1)C1=NC=CC=C1C#N